2-(2-(2,4-dioxotetrahydropyrimidin-1(2H)-yl)-1-oxoisoindolin-4-yl)ethyl 4-methylbenzenesulfonate CC1=CC=C(C=C1)S(=O)(=O)OCCC1=C2CN(C(C2=CC=C1)=O)N1C(NC(CC1)=O)=O